(R)-3-(9-((1s,4S)-4-carbamoylcyclohexyl)-8-(2,6-dichloro-4-cyanophenylamino)-9H-purin-2-ylamino)-N-phenylpiperidine-1-carboxamide C(N)(=O)C1CCC(CC1)N1C2=NC(=NC=C2N=C1NC1=C(C=C(C=C1Cl)C#N)Cl)N[C@H]1CN(CCC1)C(=O)NC1=CC=CC=C1